FC(COC1=C(C=CC=C1)C1=NC(=CC2=C1CN(C2=O)C2=CC=C(C=C2)OC(F)F)C(C)(C)O)F 4-[2-(2,2-difluoroethoxy)phenyl]-2-[4-(difluoromethoxy)phenyl]-6-(2-hydroxypropan-2-yl)-2,3-dihydro-1H-pyrrolo[3,4-c]pyridin-1-one